ClC1=C(COC(=O)N[C@H](C(=O)O)CCN(CCCCC2=NC=3NCCCC3C=C2)C2CC2)C=CC=C1 (S)-2-((((2-chlorobenzyl)oxy)carbonyl)amino)-4-(cyclopropyl(4-(5,6,7,8-tetrahydro-1,8-naphthyridin-2-yl)butyl)amino)butanoic acid